N-(2-Hydroxyethyl)cyclohexylamine OCCNC1CCCCC1